3-[6-[4-[[5-Chloro-4-[(1-methyl-2-oxo-indolin-5-yl)amino]pyrimidin-2-yl]-methyl-amino]-1-piperidyl]-1-methyl-pyrazolo[4,3-c]pyridin-3-yl]piperidine-2,6-dione ClC=1C(=NC(=NC1)N(C1CCN(CC1)C1=CC2=C(C=N1)C(=NN2C)C2C(NC(CC2)=O)=O)C)NC=2C=C1CC(N(C1=CC2)C)=O